N1(CCOCC1)C(=O)C=1C(NC=C2C1N=CN=C2)=O 8-(morpholine-4-carbonyl)pyrido[4,3-d]pyrimidin-7(6H)-one